O1C=CC=CC1=O Pyran-6-one